N-[5-(3-methoxy-2,6-dimethylphenyl)pyrido[4,3-f]quinoxalin-9-yl]cyclopropanecarboxamide COC=1C(=C(C(=CC1)C)C1=CC2=C(C=3N=CC=NC13)C=C(N=C2)NC(=O)C2CC2)C